NC1=NOC2=C1C(=CC=C2)C2=C(C=C(C=C2)NC(=O)NC2=CC(=CC=C2)OC(F)(F)F)C#N 1-(4-(3-Aminobenzo[d]isoxazol-4-yl)-3-cyanophenyl)-3-(3-(trifluoromethoxy)phenyl)urea